COC1=CC=C(C=C1)CNN [(4-methoxyphenyl)methyl]hydrazine